C(C)(C)(C)C1=NN=C(O1)C(=O)N[C@H]1C2=C(CN(CC1)[C@H]1COCC1)C=C(C=C2)C2=NC(=NC=C2)NC=2C=NN(C2)CC |o1:19| 5-(tert-butyl)-N-((R)-8-(2-((1-ethyl-1H-pyrazol-4-yl)amino)pyrimidin-4-yl)-2-((R*)-tetrahydrofuran-3-yl)-2,3,4,5-tetrahydro-1H-benzo[c]azepin-5-yl)-1,3,4-oxadiazole-2-carboxamide